C1(CCC1)N1N=CC(=C1)C1=CC=CC2=C1NC(=NS2(=O)=O)NC2=CC=C(C=C2)C(C)C 5-(1-cyclobutyl-1H-pyrazol-4-yl)-3-((4-isopropylphenyl)amino)-4H-benzo[e][1,2,4]thiadiazine 1,1-dioxide